5-(2-chloroethyl)-6-(2-methoxypyridin-3-yl)-1-(p-tolyl)-1,5-dihydro-4H-pyrazolo[3,4-d]pyrimidin-4-one ClCCN1C(=NC2=C(C1=O)C=NN2C2=CC=C(C=C2)C)C=2C(=NC=CC2)OC